C(C1=CC=CC=C1)OC1=C(N=C2C(=N1)N=C(O2)C2=CC(=CC=C2)F)NC2=CC(=CC(=C2)C(F)(F)F)C(F)(F)F 5-(BENZYLOXY)-N-(3,5-BIS(TRIFLUOROMETHYL)PHENYL)-2-(3-FLUOROPHENYL)OXAZOLO[4,5-B]PYRAZIN-6-AMINE